C(C)(C)(C)C1C=2N(C3=C(CC1N)C=C(C=C3)Cl)C(=NN2)[C@@H]2CC[C@H](CC2)N2CCOCC2 tert-butyl-8-chloro-1-[trans-4-(morpholin-4-yl)cyclohexyl]-5,6-dihydro-4H-[1,2,4]Triazolo[4,3-a][1]Benzazepin-5-amine